Methylsulfanyl ketone CC(=O)S